FC1=C(C=CC=C1)NC(=O)NC1CN(C(C1)=O)C=1C=CC=C2C=CC=NC12 1-(2-fluorophenyl)-3-(5-oxo-1-quinolin-8-ylpyrrolidin-3-yl)urea